tributyl-[6-(difluoromethyl)imidazo[1,2-b]Pyridazin-3-yl]Stannane C(CCC)[Sn](C1=CN=C2N1N=C(C=C2)C(F)F)(CCCC)CCCC